[N+](=O)([O-])C1=C(CN2C(=CC=C2)C=O)C=CC=C1 1-(2-nitrobenzyl)pyrrole-2-formaldehyde